7-bromo-2,4-dichloro-quinazoline BrC1=CC=C2C(=NC(=NC2=C1)Cl)Cl